C(CC)(=O)OC=1C(=NC=CC1OC)C(N[C@@H](C)C1=NN(C(=N1)C1=CC(=CC=C1)C(C)C)C)=O (S)-2-((1-(5-(3-isopropylphenyl)-1-methyl-1,2,4-triazol-3-yl)ethyl)carbamoyl)-4-methoxypyridin-3-yl propionate